1-(4-(5-(difluoromethyl)-1,3,4-oxadiazole-2-yl)-2-fluorobenzyl)-3-((1-(oxetan-3-yl)piperidine-4-yl)methyl)-1,3-dihydro-2H-benzo[d]imidazole-2-one FC(C1=NN=C(O1)C1=CC(=C(CN2C(N(C3=C2C=CC=C3)CC3CCN(CC3)C3COC3)=O)C=C1)F)F